nickelous fluoride [Ni](F)F